ClC=1C(=C(NC=2C3=C(N=CN2)C=CC(=N3)O[C@@H]3CN(CC3)C(=O)OC(C)(C)C)C=CC1OCC1COCC1)F tert-butyl (3S)-3-[4-[3-chloro-2-fluoro-4-(tetrahydrofuran-3-ylmethoxy) anilino]pyrido[3,2-d]pyrimidin-6-yl]oxypyrrolidine-1-carboxylate